2-((2-ethyl-thiazol-5-yl)methyl)-6-(2-isobutoxypyrimidin-5-yl)pyridazine-3(2H)-one C(C)C=1SC(=CN1)CN1N=C(C=CC1=O)C=1C=NC(=NC1)OCC(C)C